2-(((((3R,5R,8R,9R,10S,13S,14S,17S)-17-(2-(4-cyano-1H-pyrazol-1-yl)acetyl)-3,13-dimethylhexadecahydro-1H-cyclopenta[a]phenanthren-3-yl)oxy)carbonyl)(methyl)amino)ethyl isobutyrate C(C(C)C)(=O)OCCN(C)C(=O)O[C@@]1(CC[C@@H]2[C@H]3CC[C@@]4([C@H](CC[C@H]4[C@@H]3CC[C@@H]2C1)C(CN1N=CC(=C1)C#N)=O)C)C